5-(6-(tert-butylamino)-4-(difluoromethyl)-3-pyridyl)-N-((1R)-2-hydroxy-1-methylethyl)-4-((2S)-2-methylpyrrolidine-1-carbonyl)thiazole-2-carboxamide cesium anthracenedisulfonate C=1(C(=CC=C2C=C3C=CC=CC3=CC12)S(=O)(=O)[O-])S(=O)(=O)[O-].[Cs+].C(C)(C)(C)NC1=CC(=C(C=N1)C1=C(N=C(S1)C(=O)N[C@@H](CO)C)C(=O)N1[C@H](CCC1)C)C(F)F.[Cs+]